N1C=NC2=C1C=CC(=C2)NC(OC)=O methyl 1H-benzimidazole-5-ylcarbamate